(3-fluoro-2-pyridinyl)methanone methyl-(3S)-3-(3,7-dimethyl-3H-[1,2,3]triazolo[4,5-b]pyridin-6-yl)-3-[7-(hydroxymethyl)-1-benzothiophen-5-yl]-2,2-dimethylpropanoate COC(C([C@@H](C=1C=C(C2=C(C=CS2)C1)CO)C=1C(=C2C(=NC1)N(N=N2)C)C)(C)C)=O.FC=2C(=NC=CC2)C=O